Dimethylsilyl-fluorenyl-t-butylamino-hafnium C[SiH](C)[Hf](NC(C)(C)C)C1=CC=CC=2C3=CC=CC=C3CC12